C(#N)C1=CC=C(C=C1)C(C1=CC=CC=C1)O (4-cyanophenyl)benzyl alcohol